nonyl 2-(4-pentadecanoylpiperazin-1-yl)ethyl hydrogen phosphate P(=O)(OCCCCCCCCC)(OCCN1CCN(CC1)C(CCCCCCCCCCCCCC)=O)O